C(=O)(OC(C)(C)C)C1=CC(=C(C=C1)C=1C2=CC=C(N2)C=C2C=CC(C(=C3C=CC(=C(C=4C=CC1N4)C4=C(C=C(C=C4)C(=O)OC(C)(C)C)N)N3)C3=C(C=C(C=C3)C(=O)OC(C)(C)C)N)=N2)N 5,10,15-tris(4-Boc-aminophenyl)porphyrin